3-(((7-(2-Aminopyrimidin-4-yl)-2,3-dihydrofuro[3,2-c]pyridin-4-yl)amino)methyl)-N-(2-(piperidin-1-yl)ethyl)benzamid NC1=NC=CC(=N1)C=1C2=C(C(=NC1)NCC=1C=C(C(=O)NCCN3CCCCC3)C=CC1)CCO2